CS(=O)(=O)O[C@H]1C[C@@H](OC[C@@H]1OCCC)C(=O)N1[C@H](C2=CC=CC=C2CC1)C1=CC=C(C=C1)F (2R,4S,5S)-2-((S)-1-(4-fluorophenyl)-1,2,3,4-tetrahydroisoquinoline-2-carbonyl)-5-propoxytetrahydro-2H-pyran-4-yl methanesulfonate